FC=1C=C(C=CC1F)N1C(OCC[C@H]1C1=NC2=C(N1[C@H]1COCC1)C=CC(=C2)C=2C(=NOC2C)C)=O (S)-3-(3,4-difluorophenyl)-4-(5-(3,5-dimethylisoxazol-4-yl)-1-((R)-tetrahydrofuran-3-yl)-1H-benzo[d]imidazol-2-yl)-1,3-oxazinan-2-one